4-amino-3-methoxy-N,N-bis({[2-(trimethylsilyl)ethoxy]methyl})-benzenesulfonamide NC1=C(C=C(C=C1)S(=O)(=O)N(COCC[Si](C)(C)C)COCC[Si](C)(C)C)OC